Methyl 3α,7α,12α-trimethoxymethoxy-6α-ethyl-23(S)-hydroxy-5β-cholan-24-oate COCO[C@H]1C[C@H]2[C@H]([C@H]([C@H]3[C@@H]4CC[C@H]([C@@H](C[C@@H](C(=O)OC)O)C)[C@]4([C@H](C[C@@H]3[C@]2(CC1)C)OCOC)C)OCOC)CC